5-((1-(4-(3-(Aminomethyl)azetidin-1-yl)phenyl)-1H-imidazol-4-yl)amino)pyrazine-2-carbonitrile NCC1CN(C1)C1=CC=C(C=C1)N1C=NC(=C1)NC=1N=CC(=NC1)C#N